FC(C(=O)O)(F)F.O=C1NC(CCC1NC1=CC=C(C=C1)C1CCN(CC1)CC(=O)O)=O 2-[4-[4-[(2,6-dioxo-3-piperidinyl)amino]phenyl]-1-piperidinyl]acetic acid trifluoroacetate salt